4-methyl-1,2-benzenedicarboxylic acid CC=1C=C(C(=CC1)C(=O)O)C(=O)O